5-(((3R,5S)-3,5-dimethyl-piperazin-1-yl)methyl)-4-(pyridin-2-yl)-N-(4-(trifluoromethyl)pyridin-2-yl)thiazol-2-amine C[C@@H]1CN(C[C@@H](N1)C)CC1=C(N=C(S1)NC1=NC=CC(=C1)C(F)(F)F)C1=NC=CC=C1